5-(2-bromoacetyl)-2-methoxybenzonitrile BrCC(=O)C=1C=CC(=C(C#N)C1)OC